(5S)-2-chloro-5-methyl-6,7-dihydro-5H-cyclopenta[b]pyridine-3-carboxylic acid ClC1=C(C=C2C(=N1)CC[C@@H]2C)C(=O)O